3-(4-(4-(2-((1-Benzylpiperidin-4-yl)methyl)-1-oxo-2,3-dihydro-1H-inden-5-yl)piperidin-1-yl)butyl)-1H-indole-5-carbonitrile C(C1=CC=CC=C1)N1CCC(CC1)CC1C(C2=CC=C(C=C2C1)C1CCN(CC1)CCCCC1=CNC2=CC=C(C=C12)C#N)=O